N(C1=CC=CC=C1)C=1N=CC2=C(N1)N(C(C(=C2)N2CCN(C1=C(C=CC=C21)C)C(=O)OC(C)(C)C)=O)C2CC(C2)OC tert-butyl 4-[2-anilino-8-(3-methoxycyclobutyl)-7-oxo-pyrido[2,3-d]pyrimidin-6-yl]-8-methyl-2,3-dihydroquinoxaline-1-carboxylate